3-Benzenesulfonylpropionitrile C1(=CC=CC=C1)S(=O)(=O)CCC#N